N-(4-((2-amino-3-cyanopyridin-4-yl)oxy)-3,5-difluorophenyl)-1-(3-chloropyridin-2-yl)-5-(Trifluoromethyl)-1H-pyrazole-4-carboxamide NC1=NC=CC(=C1C#N)OC1=C(C=C(C=C1F)NC(=O)C=1C=NN(C1C(F)(F)F)C1=NC=CC=C1Cl)F